BrCC(C1=CC=CC=C1)C=1C(=C(C(=O)N)C=CN1)F (2-bromo-1-phenylethyl)-3-fluoroisonicotinamide